[3H-].[Li+] Lithium tritid